2-chloroquinazolin-4(1H)-one ClC=1NC2=CC=CC=C2C(N1)=O